ClC1=CC=C(C=C1)C=1C=C(C=2N(C1)N=CN2)C=2C=NN(C2)C 6-(4-Chlorophenyl)-8-(1-methyl-1H-pyrazol-4-yl)-[1,2,4]triazolo[1,5-a]pyridine